2,5-dichloro-3,4-hexanedione ClC(C)C(C(C(C)Cl)=O)=O